5-(6-Chloroimidazo[1,2-b]pyridazin-3-yl)benzofuran-2-carboxylic acid methyl ester COC(=O)C=1OC2=C(C1)C=C(C=C2)C2=CN=C1N2N=C(C=C1)Cl